2-(3-chloro-2-fluorophenyl)-2-methyl-4-acetoxy-5-amino-3(2H)-furanone ClC=1C(=C(C=CC1)C1(OC(=C(C1=O)OC(C)=O)N)C)F